ClC=1C=C(C=CC1NC(C1=C(C=CC(=C1)Cl)O)=O)NCC1CCN(CC1)C(=O)OC(C)(C)C tert-Butyl 4-(((3-chloro-4-(5-chloro-2-hydroxybenzamido)phenyl)amino)methyl)piperidine-1-carboxylate